4-Bromonaphthalene-dicarboxylic anhydride BrC=1C=C2C(=C3C=CC=CC13)C(=O)OC2=O